C(#N)CC(=O)NCCC(C(=O)N)=C 2-(2-cyanoacetamido)ethyl-acrylamide